2-mercaptobenzo[d]oxazol-4-ol SC=1OC=2C(N1)=C(C=CC2)O